5-(2-tetrahydropyran-2-yloxyethyl)pyridin-2-amine O1C(CCCC1)OCCC=1C=CC(=NC1)N